2,3-dihydro-1H-isoindole C1NCC2=CC=CC=C12